BrC1=C(C=C2C(NC(=NC2=C1)C)=O)Cl 7-bromo-6-chloro-2-methyl-3,4-dihydroquinazolin-4-one